F\C(=C/CC1=CC=CC=C1)\C1=C(N(C2=C(C=CC=C12)OC)CC(C(=O)N)(C)C)C1=CC=CC=C1 (Z)-3-(3-(1-Fluoro-3-phenylprop-1-en-1-yl)-7-methoxy-2-phenyl-1H-indol-1-yl)-2,2-dimethylpropanamide